(1R)-1-[4-[1-methyl-4-(trifluoromethyl)imidazol-2-yl]phenyl]ethanamine CN1C(=NC(=C1)C(F)(F)F)C1=CC=C(C=C1)[C@@H](C)N